5-bromo-4-(1-piperidinyl)-3-(1H-pyrazol-3-yl)-1H-pyrrolo[2,3-b]Pyridine BrC=1C(=C2C(=NC1)NC=C2C2=NNC=C2)N2CCCCC2